C(CCCCC)C(=O)CCCCCCCCCCCCCCCCCCCCCCCCCCCCCC n-triacontyl hexyl ketone